N[C@@H](CO)C(=[Se])O seleno-serine